C(C#C)SC1=CC=CC2=CC(=CC=C12)SCC#C 1,6-bis(2-propyn-1-ylthio)-naphthalene